CC1=NC=C(C(=C1)C1=CC=2N(C=C1)N=C(C2)NC=2N=NN(C2)C)OC2C[C@H]1COC[C@@H](C2)N1C 5-[2-methyl-5-[[(1R,5S,7s)-9-methyl-3-oxa-9-azabicyclo[3.3.1]nonan-7-yl]oxy]-4-pyridyl]-N-(1-methyltriazol-4-yl)pyrazolo[1,5-a]pyridin-2-amine